COC=1C=C(C=CC1)C1=NN2C(=NC=3C=CC=CC3C2=N1)N[C@@H]1C(NCCNC1)=O (6S)-6-{[2-(3-methoxyphenyl)[1,2,4]triazolo[1,5-c]quinazolin-5-yl]amino}-1,4-diazepan-5-one